(S)-2-amino-5-(4-bromophenyl)-4-oxo-4,5-dihydrofuran-3-yl-5-d phenylmethanesulfonate C1(=CC=CC=C1)CS(=O)(=O)OC1=C(O[C@@](C1=O)([2H])C1=CC=C(C=C1)Br)N